O[C@H](C(=O)O)CC(=O)O.COC1([C@H]2CN(C[C@@H]1CCC2)CC2COC2)C=2C=C(C(=O)N)C=CC2 3-((1R,5S,9r)-9-methoxy-3-(oxetan-3-ylmethyl)-3-azabicyclo[3.3.1]nonan-9-yl)benzamide (S)-2-hydroxysuccinate